BrC=1C=C2C=NN(C2=CC1OC)C1CN(C1)CC(F)(F)F 5-Bromo-6-methoxy-1-(1-(2,2,2-trifluoroethyl)azetidin-3-yl)-1H-indazole